NC=1C(=C(OCC#CCN2CCN(CC2)C(=O)OC(C)C)C=C(C1)C(N)=O)NC\C=C\CNC1=C(C=C(C=C1OC)C(=O)OC)N isopropyl (E)-4-(4-(3-amino-2-((4-((2-amino-6-methoxy-4-(methoxycarbonyl)phenyl)amino)but-2-en-1-yl)amino)-5-carbamoylphenoxy)but-2-yn-1-yl)piperazine-1-carboxylate